ClC1=CC2=C(C(=N1)OC)[C@]1([C@@](O2)([C@@H]([C@H](C1=O)C(=O)OC)C1=CC=CC=C1)C1=CC=C(C=C1)C(F)F)O |r| rac-methyl (5aR,6S,7R,8aR)-3-chloro-5a-(4-(difluoromethyl)phenyl)-8a-hydroxy-1-methoxy-8-oxo-6-phenyl-5a,7,8,8a-tetrahydro-6H-cyclopenta[4,5]furo[3,2-c]pyridine-7-carboxylate